BrC=1C=C(C=O)C=C(C1OCCOCCOCCOCCCI)Br 3,5-dibromo-4-(2-(2-(2-(3-iodopropoxy)ethoxy)ethoxy)ethoxy)benzaldehyde